2-chloro-5-nitroisonicotinic acid amide ClC=1C=C(C(=O)N)C(=CN1)[N+](=O)[O-]